N-[2-(5-methoxy-2-phenylfuro[2,3-c]pyridin-3-yl)ethyl]acetamide COC=1C=C2C(=CN1)OC(=C2CCNC(C)=O)C2=CC=CC=C2